4,4-dimethyl-cyclohexene CC1(CC=CCC1)C